N-(3-((4-(4-fluoro-2-methyl-1H-indol-5-yloxy)-6-methoxyquinazolin-7-yloxy)cyclohexyl)cyclobutyl)cyclopentylamine FC1=C2C=C(NC2=CC=C1OC1=NC=NC2=CC(=C(C=C12)OC)OC1(CCCCC1)C1CC(C1)NC1CCCC1)C